N1=CC(=C2OCCCN21)S(=O)(=O)[N-]C(NC2=C1C(=NC3=C2CCC3)[C@@H](CC1)C)=O.[Na+] Sodium (R)-((6,7-dihydro-5H-pyrazolo[5,1-b][1,3]oxazin-3-yl)sulfonyl)((3-methyl-1,2,3,5,6,7-hexahydrodicyclopenta[b,e]pyridin-8-yl)carbamoyl)amide